dicyclohexyl(2,4,6-triisopropyl-[1,1-biphenyl]-2-yl)phosphine C1(CCCCC1)P(C1(C(=C(C=C(C1)C(C)C)C(C)C)C1=CC=CC=C1)C(C)C)C1CCCCC1